BrC=1C=CC(=NC1)CO 5-Bromo-2-pyridinemethanol